diisopropylmethylene(2,5-dimethylcyclopentadienyl)(cyclopentadienyl)titanium dichloride [Cl-].[Cl-].C(C)(C)C(C(C)C)=[Ti+2](C1C=CC=C1)C1C(=CC=C1C)C